4-(4-Fluoro-3-(piperazine-1-carbonyl)benzyl)phthalazin-1(2H)-one FC1=C(C=C(CC2=NNC(C3=CC=CC=C23)=O)C=C1)C(=O)N1CCNCC1